(R)-7-bromo-4-methyl-N-(1-(3-nitro(trifluoromethyl)phenyl)ethyl)phthalazin-1-amine BrC1=CC=C2C(=NN=C(C2=C1)N[C@H](C)C1=C(C(=CC=C1)[N+](=O)[O-])C(F)(F)F)C